racemic-5-((2S,2S)-2-(6-chloroimidazo[1,2-b]pyridazin-8-yl)cyclopropyl)-2-methylbenzo[d]thiazole ClC=1C=C(C=2N(N1)C=CN2)[C@@H]2[C@@H](C2)C=2C=CC1=C(N=C(S1)C)C2 |&1:11|